ClC1=CC(=NC=C1N1CCC(CC1)(F)F)NC(OC(C)(C)C)=O tert-butyl (4-chloro-5-(4,4-difluoropiperidin-1-yl)pyridin-2-yl)carbamate